1-(2-(pyridin-3-yl)ethyl)guanidine hydrochloride Cl.N1=CC(=CC=C1)CCNC(=N)N